ClC=1C(=NC(=NC1)NC1=C(C=C2CCN(CC2=C1)C)OC)NC1=C(C=C(C=C1)OCCOC)P(C)(C)=O (2-((5-Chloro-2-((6-methoxy-2-methyl-1,2,3,4-tetrahydroisoquinolin-7-yl)amino)pyrimidin-4-yl)amino)-5-(2-methoxyethoxy)phenyl)dimethyl-phosphine oxide